C(C)(C)(C)OC(=O)N1C(CCCC1)N1N=NC=2C(=NC=3C(=C(C(=CC3C21)C(F)(F)F)Br)F)O[C@@H](C)[C@H]2N(CCC2)C (7-bromo-6-fluoro-4-((S)-1-((S)-1-methylpyrrolidin-2-yl)ethoxy)-8-(trifluoromethyl)-1H-[1,2,3]triazolo[4,5-c]quinolin-1-yl)piperidine-1-carboxylic acid tert-butyl ester